C1COS1(=O)=O Ethansulton